C12(CC3CC(CC(C1)C3)C2)C=2C(=C(C=C(C2)C(C)(C)C)C2=C(C=CC(=C2)OCCCC)[Li])OCOC (3'-(adamantan-1-yl)-5-butoxy-5'-(tert-butyl)-2'-(methoxymethoxy)-[1,1'-biphenyl]-2-yl)lithium